OC1=C(C=O)C(=CC=C1)OC[C@H]1N(CCOC1)C(C1=C(N=CC=C1)C(C)O)=O 2-hydroxy-6-(((3S)-4-(2-(1-hydroxyethyl)-nicotinoyl)morpholin-3-yl)methoxy)benzaldehyde